3-((4-((5-Cyclopropyl-3-(3,5-dichloropyridin-4-yl)isoxazol-4-yl)methoxy)bicyclo[2.2.2]octan-1-yl)ethynyl)-6-ethylimidazo[1,2-a]pyridin C1(CC1)C1=C(C(=NO1)C1=C(C=NC=C1Cl)Cl)COC12CCC(CC1)(CC2)C#CC2=CN=C1N2C=C(C=C1)CC